(R)-1-chloro-3-(4-(2-(4-((R)-2-hydroxy-3-(4-(hydroxymethyl)-5-iodo-1H-1,2,3-triazol-1-yl)propoxy)phenyl)propan-2-yl)phenoxy)propan-2-ol ClC[C@@H](COC1=CC=C(C=C1)C(C)(C)C1=CC=C(C=C1)OC[C@@H](CN1N=NC(=C1I)CO)O)O